BrC1=C(C=C2C(=NC(=NC2=C1F)OC[C@]12CCCN2C[C@@H](C1)F)NCC1CC(NC1)=O)I 4-(((7-bromo-8-fluoro-2-(((2R,7aS)-2-fluorotetrahydro-1H-pyrrolizin-7a(5H)-yl)methoxy)-6-iodoquinazolin-4-yl)amino)methyl)pyrrolidin-2-one